ClC=1C(=C(C(=CC1N1CC(CC1)(C(F)(F)F)CN(C)CC)F)S(=O)(=O)NC1=NC(=CC=C1)F)F 3-chloro-4-(3-((ethyl(methyl)amino)methyl)-3-(trifluoromethyl)pyrrolidin-1-yl)-2,6-difluoro-N-(6-fluoropyridin-2-yl)benzenesulfonamide